C1=CC=CC=2C3=CC=CC=C3C(C12)COC(=O)N([C@H](C(=O)O)CC1=CC=C(C=C1)OCC)C (S)-2-((((9H-fluoren-9-yl)methoxy)carbonyl)(methyl)amino)-3-(4-ethoxyphenyl)propanoic acid